2-(2-aminopyridin-4-yl)-N-(5-(4-hydroxypiperidin-1-yl)-2-morpholinothiazolo[4,5-b]pyridin-6-yl)oxazole-4-carboxamide hydrochloride Cl.NC1=NC=CC(=C1)C=1OC=C(N1)C(=O)NC=1C=C2C(=NC1N1CCC(CC1)O)N=C(S2)N2CCOCC2